4-((2S)-2-(fluoromethyl)-5-(4-(trifluoromethyl)phenyl)piperidin-1-yl)benzoic acid FC[C@H]1N(CC(CC1)C1=CC=C(C=C1)C(F)(F)F)C1=CC=C(C(=O)O)C=C1